CC1(C(=O)O)C=CC(C(=O)O)(C=C1)C.ON1[C@@H]2CC[C@H](N(C1=O)C2)C(NC(C2=CC=C(C=C2)C(F)(F)F)=O)=N N-(((2S,5R)-6-hydroxy-7-oxo-1,6-diazabicyclo[3.2.1]octan-2-yl)(imino)methyl)-4-(trifluoromethyl)benzamide 1,4-dimethyl-terephthalate